C(C)C1=NN2C(C=C(C(=C2)F)N2CCN(CC2)CC(=O)N2CC(C2)O)=C1N(C=1SC(=C(N1)C1=CC=C(C=C1)F)C#N)C 2-[[2-ethyl-6-fluoro-5-[4-[2-(3-hydroxyazetidin-1-yl)-2-oxo-ethyl]piperazin-1-yl]pyrazolo[1,5-a]pyridin-3-yl]-methyl-amino]-4-(4-fluorophenyl)thiazole-5-carbonitrile